3,5-dibromo-1-(4-(trifluoromethoxy)phenyl)-1H-pyrazole BrC1=NN(C(=C1)Br)C1=CC=C(C=C1)OC(F)(F)F